N-(4-(3-(3,5-dimethylisoxazol-4-yl)-5-(ethylsulfonamido)phenoxy)-3,5-dimethylphenyl)-3-morpholinopropanamide CC1=NOC(=C1C=1C=C(OC2=C(C=C(C=C2C)NC(CCN2CCOCC2)=O)C)C=C(C1)NS(=O)(=O)CC)C